dihydro-4-methyl-5-pentenyl-2(3H)-furanone CC1CC(OC1C=CCCC)=O